C[C@@]1([C@H](O)[C@H](O)[C@@H](CO)O1)C1=CCC(=O)NC1=O methyl-1-deaza-pseudouridine